CN(CC=CC(=O)N1CC(N(CC1)C1=CC=C(S1)CCC(=O)NCCCCCCCNC(C1=CC=CC=C1)=O)=O)C N-(7-(3-(5-(4-(4-(dimethylamino)but-2-enoyl)-2-oxopiperazin-1-yl)thiophen-2-yl)propanamido)heptyl)benzamide